N-[4-[[1-(azetidin-3-ylmethyl)-4-piperidyl]methylcarbamoyl]-3-chloro-phenyl]-5-(2,3-difluoro-4-methoxy-phenyl)-1-methyl-imidazole-2-carboxamide N1CC(C1)CN1CCC(CC1)CNC(=O)C1=C(C=C(C=C1)NC(=O)C=1N(C(=CN1)C1=C(C(=C(C=C1)OC)F)F)C)Cl